tert-Butyl (3-(3-chlorophenyl)cyclobutyl)carbamate ClC=1C=C(C=CC1)C1CC(C1)NC(OC(C)(C)C)=O